Cl.FC=1C(=C(C=CC1F)C(=O)N1CC(C1)O)NC1=C(C=C(C=C1)I)F 1-({3,4-difluoro-2-[(2-fluoro-4-iodophenyl)amino]Phenyl}carbonyl)azetidine-3-ol hydrochloride